CS(=O)(=O)NC1=NC=NC(=C1C1=CC=C(C=C1)Cl)C=1C=NN(C1)CC1=CC=C(C=C1)C(F)(F)F (Methylsulfonyl)[5-(p-chlorophenyl)-6-(1-{[p-(trifluoromethyl)phenyl]methyl}-1H-pyrazol-4-yl)-4-pyrimidinyl]amine